O1C(=NC2=C1C=CC=C2)NC=2NC(=C(C(N2)C2=C(C=CC=C2)Cl)C(=O)N2CCC(CC2)CO)C (2-(benzo[d]oxazol-2-ylamino)-4-(2-chlorophenyl)-6-methyl-1,4-dihydropyrimidin-5-yl)(4-(hydroxymethyl)piperidin-1-yl)methanone